FC=1C(=CC(=C(C1)NC=1N=C(C2=C(N1)NC=C2C#N)NC2CCOCC2)OC)C2=CC=NN2C 2-((5-fluoro-2-methoxy-4-(1-methyl-1H-pyrazol-5-yl)phenyl)amino)-4-((tetrahydro-2H-pyran-4-yl)amino)-7H-pyrrolo[2,3-d]pyrimidine-5-carbonitrile